6-((2-((3R,4R)-3-amino-4-fluoropiperidin-1-yl)-6-chloro-3H-imidazo[4,5-b]pyridin-3-yl)methyl)nicotinonitrile N[C@@H]1CN(CC[C@H]1F)C1=NC=2C(=NC=C(C2)Cl)N1CC1=NC=C(C#N)C=C1